({6-[(1,3-benzothiazol-2-yl)amino]-4-ethyl-5-methylpyridazin-3-yl}amino)-1,3-thiazole-4-carboxylic acid S1C(=NC2=C1C=CC=C2)NC2=C(C(=C(N=N2)NC=2SC=C(N2)C(=O)O)CC)C